butyl-isooctyl alcohol C(CCC)C(CCCCC(C)C)O